N-(2-methoxyethyl)azetidine-3-carboxamide COCCNC(=O)C1CNC1